(2R,4S)-tert-butyl 2-(((tert-butyldimethylsilyl)oxy)methyl)-4-(6-cyano-8-(2-(hydroxymethyl)thieno[3,2-b]pyridin-7-yl)-3,4-dihydroquinolin-1(2H)-yl)pyrrolidine-1-carboxylate [Si](C)(C)(C(C)(C)C)OC[C@@H]1N(C[C@H](C1)N1CCCC2=CC(=CC(=C12)C1=C2C(=NC=C1)C=C(S2)CO)C#N)C(=O)OC(C)(C)C